N-(4-(3-((benzyloxy)methyl)imidazo[1,2-a]pyridin-2-yl)phenyl)-2-(6,7-dimethoxy-3,4-dihydroisoquinolin-2(1H)-yl)acetamide C(C1=CC=CC=C1)OCC1=C(N=C2N1C=CC=C2)C2=CC=C(C=C2)NC(CN2CC1=CC(=C(C=C1CC2)OC)OC)=O